Ethyl 2-(((3-bromo-4-chloro-2-fluorophenyl) amino) methylene)-3-oxobutanoate BrC=1C(=C(C=CC1Cl)NC=C(C(=O)OCC)C(C)=O)F